1-(bromomethyl)-3-fluoro-benzene BrCC1=CC(=CC=C1)F